6-methyl-N2-(2-nitro-5-(pyridin-2-yl)phenyl)pyridine-2,5-diamine CC1=C(C=CC(=N1)NC1=C(C=CC(=C1)C1=NC=CC=C1)[N+](=O)[O-])N